1,3,5-tris(lithiomethyl)benzene [Li]CC1=CC(=CC(=C1)C[Li])C[Li]